2-(3-(6-methylpyridin-2-yl)-1H-pyrazol-4-yl)-7-(4-(pyrrolidin-1-yl)piperidin-1-yl)-1,5-naphthyridine CC1=CC=CC(=N1)C1=NNC=C1C1=NC2=CC(=CN=C2C=C1)N1CCC(CC1)N1CCCC1